C(C)(=O)OC(C)CCC secondary amyl acetate